tert-Butyl cis-3-(4-(trifluoromethyl) phenoxy)cyclobutylcarbamate FC(C1=CC=C(O[C@H]2C[C@H](C2)NC(OC(C)(C)C)=O)C=C1)(F)F